BrC1=NC(=CC=C1)OCC1=C(C=C(C=C1F)Cl)F bromo-6-((4-chloro-2,6-difluorobenzyl)oxy)pyridine